(2E,2'E)-2,2'-(1-(5-(m-tolyl)oxazol-4-yl)propane-1,2-diylidene)bis(N-ethylhydrazine-1-carbothioamide) C1(=CC(=CC=C1)C1=C(N=CO1)\C(\C(\C)=N\NC(NCC)=S)=N/NC(NCC)=S)C